methyl (S)-3-(difluoromethoxy)-4-nitro-5-((oxetan-2-ylmethyl)amino)benzoate FC(OC=1C=C(C(=O)OC)C=C(C1[N+](=O)[O-])NC[C@H]1OCC1)F